ClC1=CC(=CC2=C1B(OC2)O)NC2=NC=C(C(=N2)N[C@H]2[C@@H](CCC2)C#N)C (trans)-2-((2-((7-chloro-1-hydroxy-1,3-dihydrobenzo[c][1,2]oxaborol-5-yl)amino)-5-methylpyrimidin-4-yl)amino)cyclopentane-1-carbonitrile